S(=O)(=O)(C1=CC=C(C)C=C1)N1[C@@H](CC=C1)C(=O)O (S)-1-Tosyl-2,3-dihydro-1H-pyrrole-2-carboxylic acid